BrC=1C=C(C(=NC1OC(C)C1=CC=CC=C1)C)N=CN(C)CC N'-[5-bromo-2-methyl-6-(1-phenylethoxy)-3-pyridinyl]-N-ethyl-N-methyl-formamidine